N-isopropyl-N-butylhydroxylamine C(C)(C)N(O)CCCC